6-bromo-7-methoxy-2-methylquinazolin-4(3H)-one-2-d BrC=1C=C2C(NC(NC2=CC1OC)([2H])C)=O